C(C1=CC=CC=C1)[C@H](NC([C@@H](NC(OCC1C2=CC=CC=C2C=2C=CC=CC12)=O)CCC(C=[N+]=[N-])=O)=O)C(NCCOCCOCCOCCC(=O)OCC=C)=O Allyl (5S,8S)-8-benzyl-5-(4-diazo-3-oxobutyl)-1-(9H-fluoren-9-yl)-3,6,9-trioxo-2,13,16,19-tetraoxa-4,7,10-triazadocosan-22-oate